C(C)(C)(C)C1N(CCC(C1C(NC)=O)(F)F)C(=O)OCC1=NC2=CC=NC(=C2C=C1)OCC (5-ethoxy-1,6-naphthyridin-2-yl)methanol tert-butyl-4,4-difluoro-3-(methylcarbamoyl)piperidine-1-carboxylate